C1=CC=CC2=C1C1=CC3=CC=CC=C3C=C1C1=C2C=CC=C1 dibenz[a,c]anthracene